FC=1C=CC=C2C(=CNC(C12)=O)C(C)NCCCO 8-Fluoro-4-(1-((3-hydroxypropyl)amino)ethyl)isoquinolin-1(2H)-one